CC(C(=O)C1C(CCCC1)=O)C 2-(2-methylpropanoyl)cyclohexanone